2-(4-Methylpiperazin-1-yl)-N-(6-(5-methylthiazol-2-yl)isoquinolin-3-yl)Isonicotinamide CN1CCN(CC1)C=1C=C(C(=O)NC=2N=CC3=CC=C(C=C3C2)C=2SC(=CN2)C)C=CN1